ethyl 2-cyclopropyl-6-((3-fluoro-3-methylazetidin-1-yl)methyl)pyrimidine-4-carboxylate C1(CC1)C1=NC(=CC(=N1)C(=O)OCC)CN1CC(C1)(C)F